2-(3-(3-((5-cyclobutylthiophen-2-yl)ethynyl)phenyl)-5-(2-cyclopropylethyl)-4-(3-fluoro-4-sulfamoylbenzyl)-1H-pyrazol-1-yl)thiazole-4-carboxylic acid C1(CCC1)C1=CC=C(S1)C#CC=1C=C(C=CC1)C1=NN(C(=C1CC1=CC(=C(C=C1)S(N)(=O)=O)F)CCC1CC1)C=1SC=C(N1)C(=O)O